NC1=NC=CC=C1C#CC1CCNCC1 2-amino-3-(piperidine-4-ylethynyl)pyridine